C(CC(C)C)N(C(=S)SCC)CCC(C)C diisoamyl-dithiourethane